6-(2-chloro-6-methylphenyl)-2-((3,5-dimethyl-4-(4-methylpiperazin-1-yl)phenyl)amino)-8,9-dihydroimidazo[1,2-a]pyrimido[5,4-e]pyrimidin-5(6H)-one ClC1=C(C(=CC=C1)C)N1C=2N(C3=C(C1=O)C=NC(=N3)NC3=CC(=C(C(=C3)C)N3CCN(CC3)C)C)CCN2